(4-amino-7-fluoro-thieno[3,4-c]quinolin-8-yl)-[2-[5-(trifluoromethyl)-2-pyridyl]pyrazolidin-1-yl]methanone NC1=NC=2C=C(C(=CC2C=2C1=CSC2)C(=O)N2N(CCC2)C2=NC=C(C=C2)C(F)(F)F)F